C(C)(C)(C)C1=CC=C(C=C1)CCC=COCCC1=CC=CC=C1 1-(tert-butyl)-4-(4-phenethoxybut-3-en-1-yl)benzene